ClC=1C=C(C=C(C1)Cl)N1CCN(CC1)C(C(=C)C)=O 1-[4-(3,5-dichlorophenyl)piperazin-1-yl]-2-methyl-prop-2-en-1-one